[5-[2-[2-[tert-butyl-(dimethyl)silyl]oxyethoxy]-4-fluoro-phenyl]-6-isopropyl-pyrrolo[2,3-f]indazol-1-yl]-2,2-dimethyl-propan-1-one C(C)(C)(C)[Si](OCCOC1=C(C=CC(=C1)F)N1C(=CC2=C1C=C1C=NN(C1=C2)C(C(C)(C)C)=O)C(C)C)(C)C